2-(3,4-difluorobenzyl)acetyl chloride FC=1C=C(CCC(=O)Cl)C=CC1F